8,8-dimethyl-7-oxo-2-(2-phenylpyrimidine-4-carbonyl)-2-azaspiro[3.5]non-5-ene-6-carbonitrile CC1(C(C(=CC2(CN(C2)C(=O)C2=NC(=NC=C2)C2=CC=CC=C2)C1)C#N)=O)C